NC1=NC=C(C=C1N[C@H]1CN(CC1)C(=O)OC(C)(C)C)Br |r| (rac)-tert-butyl 3-[(2-amino-5-bromo-3-pyridyl)amino]pyrrolidine-1-carboxylate